6-isopropyl-1,2,4-triazine-3,5(2H,4H)-dione C(C)(C)C=1C(NC(NN1)=O)=O